C(C)(C)N1C(=NC=C1C)C1=NC=CC(=C1)C=1C=NC=C(C1)S(=O)(=O)C N-Isopropyl-5-methyl-2-[5-(methylsulfonyl)-3,4'-bipyridin-2'-yl]-1H-imidazole